Cerium(III) nitrat [N+](=O)([O-])[O-].[Ce+3].[N+](=O)([O-])[O-].[N+](=O)([O-])[O-]